SC1=NN=NN1C1=CC=CC=C1 5-mercapto-1-phenyl-tetrazole